4-bromo-2-(1H-imidazol-1-yl)-5-nitropyridine BrC1=CC(=NC=C1[N+](=O)[O-])N1C=NC=C1